3-(2-(3,4-dimethoxyphenyl)-3-ethyl-1H-indol-5-yl)-5-(pyrrolidin-3-yl)-1,2,4-oxadiazole COC=1C=C(C=CC1OC)C=1NC2=CC=C(C=C2C1CC)C1=NOC(=N1)C1CNCC1